2-(4-n-butylsulfanylphenyl)-2,2-difluoroacetic acid methyl ester COC(C(F)(F)C1=CC=C(C=C1)SCCCC)=O